(2-fluoro-5-(4-(trifluoromethoxy)phenoxy)phenyl)-1-methyl-5-oxopyrrolidine-2-carboxamide FC1=C(C=C(C=C1)OC1=CC=C(C=C1)OC(F)(F)F)C1(N(C(CC1)=O)C)C(=O)N